NC1=CC=C(C(=C1C#N)N1C[C@H]([C@H](C1)F)N(C)C)OC 6-amino-2-((3R,4S)-3-(dimethylamino)-4-fluoropyrrolidin-1-yl)-3-methoxybenzonitrile